3-(1-(2,5-Difluorophenyl)-1-hydroxy-6-(2-(((R)-pyrrolidin-2-yl)methoxy)-7H-pyrrolo[2,3-d]pyrimidin-4-yl)hex-3,5-diyn-1-yl)-1-methylpyridin-2(1H)-one FC1=C(C=C(C=C1)F)C(CC#CC#CC=1C2=C(N=C(N1)OC[C@@H]1NCCC1)NC=C2)(O)C=2C(N(C=CC2)C)=O